ClC=1C=C(COC2=C3C[C@H](N(CC3=CC=C2OC)C=2OC3=C(N2)C=CC(=C3)F)C(=O)O)C=CC1 (S)-5-((3-chlorobenzyl)oxy)-2-(6-fluorobenzo[d]oxazol-2-yl)-6-methoxy-1,2,3,4-tetrahydroisoquinoline-3-carboxylic acid